4-amino-3-(2-chloro-5-fluorophenyl)-3-hydroxy-2-[(4-methoxyphenyl)methyl]-2,3,6,7-tetrahydro-1H-pyrrolo[4,3-f]isoquinoline-1,6-dione NC1=C2C(=C3C=CNC(C3=C1)=O)C(N(C2(O)C2=C(C=CC(=C2)F)Cl)CC2=CC=C(C=C2)OC)=O